(S)-4-bromo-N-((tetrahydrofuran-3-yl)methyl)benzamide tert-butyl-4-(5-amino-6-methoxy-pyrazin-2-yl)-1H-pyrazole-1-carboxylate C(C)(C)(C)OC(=O)N1N=CC(=C1)C1=NC(=C(N=C1)N)OC.BrC1=CC=C(C(=O)NC[C@H]2COCC2)C=C1